2-[4-(1,3-benzoxazol-2-yl)-5-hydroxy-1-methyl-6-oxopyrimidin-2-yl]-1-phenyl-3,4-dihydro-1H-isoquinoline-7-carboxylic acid O1C(=NC2=C1C=CC=C2)C=2N=C(N(C(C2O)=O)C)N2C(C1=CC(=CC=C1CC2)C(=O)O)C2=CC=CC=C2